3-(2-aminoethyl)-6-fluoro-1H-indol-4-ol NCCC1=CNC=2C=C(C=C(C12)O)F